2-[(2E)-2-(aminomethyl)-3-fluoroprop-2-en-1-yl]-4-({5-[6-(trifluoromethyl)pyridin-3-yl]-1-benzothien-2-yl}methyl)-2,4-dihydro-3H-1,2,4-triazol-3-one NC/C(/CN1N=CN(C1=O)CC=1SC2=C(C1)C=C(C=C2)C=2C=NC(=CC2)C(F)(F)F)=C\F